COC(CCSSCCC(=O)OC)=O 3,3'-dithiodipropionic acid dimethyl ester